4-BORONO-3,5-DIFLUOROBENZOIC ACID B(O)(O)C1=C(C=C(C(=O)O)C=C1F)F